BrC1=CC=C(C=C1)N1CC2N(CC1)CCC2 2-(4-bromophenyl)octahydropyrrolo[1,2-a]pyrazine